FC=1C=NC(=NC1)C=1C=C(C=CC1C)NC(=O)[C@@H]1N([C@@H](CC1)C)C1=NC=CC=C1 (2R,5R)-N-[3-(5-fluoropyrimidin-2-yl)-4-methylphenyl]-5-methyl-1-pyridin-2-ylpyrrolidine-2-carboxamide